CC1=C(C(=CC(=C1CC)OCCCC)CC)O 2-methyl-3,6-diethyl-4-butoxyphenol